OC(C)(C)C=1C=C(C=CC1)NC(CC1=CC=2NC3=CC(=CC=C3C2C=C1)OC)=O N-(3-(2-hydroxypropane-2-yl)phenyl)-2-(7-methoxy-9H-carbazol-2-yl)acetamide